ETHYLENE VINYLACETATE C(=C)CC(=O)O.C=C